N[C@@H](CCC(=O)N)C(=O)N1C[C@@H](CCC1)N1N=C(C=2C1=NC=NC2N)C2=CC=C(C=C2)OC2=CC=CC=C2 (S)-4-amino-5-((R)-3-(4-amino-(4-phenoxyphenyl)-1H-pyrazolo[3,4-d]pyrimidin-1-yl)piperidin-1-yl)-5-oxo-pentanamide